NC1CCN(CC1)C1=C(N=NC2=CC=C(C=C12)C=1C(=C(C#N)C=CC1)O)C1=CC(=CC(=C1)F)F 3-[4-(4-aminopiperidin-1-yl)-3-(3,5-difluorophenyl)cinnolin-6-yl]-2-hydroxybenzonitrile